2,2'-((propane-2,2-diylbis(4,1-phenylene))bis(oxy))diacetic acid CC(C)(C1=CC=C(C=C1)OCC(=O)O)C1=CC=C(C=C1)OCC(=O)O